CC1(CC(C=2C(NC=3C=CC4=C(C3C2C1)C=CC=C4)C4=CC(=CC=C4)OC(C(F)F)(F)F)=O)C 2,2-dimethyl-5-(3-(1,1,2,2-tetrafluoroethoxy)phenyl)-2,3,5,6-tetrahydrobenzo[a]phenanthridin-4(1H)-one